C(C)(C)(C)OC(=O)N(C1=C(C=CC(=C1)C)S(=O)(=O)O)C 2-[tert-butoxycarbonyl-(methyl)amino]4-methylbenzenesulfonic acid